ClC1=CN=C2N1N=C(C=C2NCC=2C=NC(=CC2C)C)C2=C(C=CC=C2F)F 3-chloro-6-(2,6-difluorophenyl)-N-((4,6-dimethylpyridin-3-yl)methyl)imidazo[1,2-b]pyridazin-8-amine